CC1(OCC1)C=C 2-methyl-2-vinyloxetane